ClC1=CC=C(C=C1)N(C(=O)N)C1=CC(=C(C=C1)Cl)Cl N-(4-chlorophenyl)-N-(3,4-dichloro-phenyl)-urea